N1C(=NC2=C1C=CC=C2)C2=NNC=C2 3-(1H-BENZIMIDAZOL-2-YL)-1H-PYRAZOL